N-(4-(piperazine-1-carbonyl)pyridin-3-yl)-2-(2,6-difluorophenyl)thiazole-4-carboxamide N1(CCNCC1)C(=O)C1=C(C=NC=C1)NC(=O)C=1N=C(SC1)C1=C(C=CC=C1F)F